N-((3S,4S)-3-((6-(2,6-dichloro-3-methoxyphenyl)-9-methyl-5,6-dihydropyrimido[5,4-c][1,8]naphthyridin-2-yl)amino)tetrahydro-2H-pyran-4-yl)acrylamide ClC1=C(C(=CC=C1OC)Cl)N1CC2=C(C=3C=C(C=NC13)C)N=C(N=C2)N[C@@H]2COCC[C@@H]2NC(C=C)=O